methyl (E)-2-[2-(3-methoxyphenoxy)phenyl]-3-methoxyacrylate COC=1C=C(OC2=C(C=CC=C2)/C(/C(=O)OC)=C\OC)C=CC1